ClC1=C(C(=CC=C1)Cl)N1C(C=2C=NC=3NC(=CC3C2N=C1)C=1C=NN(C1)C1CCNCC1)=O 11-(2,6-dichlorophenyl)-4-[1-(4-piperidyl)pyrazol-4-yl]-5,7,11,13-tetrazatricyclo[7.4.0.02,6]trideca-1(9),2(6),3,7,12-pentaen-10-one